ClC=1C=C(C=2C(=NC(=CN2)C)N1)Cl 6,8-dichloro-3-methylpyrido[2,3-b]pyrazine